N5-[3-(4-tert-butylphenyl)phenyl]-7-fluoro-N5-methyl-[1,2,4]triazolo[4,3-a]quinazoline-5,8-diamine C(C)(C)(C)C1=CC=C(C=C1)C=1C=C(C=CC1)N(C1=NC=2N(C3=CC(=C(C=C13)F)N)C=NN2)C